3-(6-((1R,3R,5S)-3-((3-(2-chlorophenyl)-5-cyclopropylisoxazol-4-yl)methoxy)-8-azabicyclo[3.2.1]octan-8-yl)pyridin-3-yl)-1,2,4-oxadiazol-5(4H)-one ClC1=C(C=CC=C1)C1=NOC(=C1COC1C[C@H]2CC[C@@H](C1)N2C2=CC=C(C=N2)C2=NOC(N2)=O)C2CC2